N-[1-[3-(triazol-2-yl)pyrazin-2-yl]ethyl]-3,5-bis(trifluoromethyl)benzamide N=1N(N=CC1)C=1C(=NC=CN1)C(C)NC(C1=CC(=CC(=C1)C(F)(F)F)C(F)(F)F)=O